ClC=1C=C(C=C(C1)Cl)C1(CC(=NO1)C1=CC=C(C=C1)C(=O)N1C=CC2=CC=C(C=C12)OC)C(F)(F)F (4-(5-(3,5-dichlorophenyl)-5-(trifluoromethyl)-4,5-dihydroisoxazol-3-yl)phenyl)(6-methoxy-1H-indol-1-yl)methanone